4-((5-Chloro-6-methoxypyridin-2-yl)amino)-6-methoxy-7-(2-((4-methylpiperazin-1-yl)oxy)ethoxy)quinoline-3-carbonitrile ClC=1C=CC(=NC1OC)NC1=C(C=NC2=CC(=C(C=C12)OC)OCCON1CCN(CC1)C)C#N